ClC1=C(C=CC=C1)C=1N=C(SC1)NC(=O)C1=NC=C(C=C1)C1CCOCC1 N-(4-(2-chlorophenyl)thiazol-2-yl)-5-(tetrahydro-2H-pyran-4-yl)pyridinamide